(S)-1-(4-((4-((S)-2-acetoxy-3-(ethylsulfonyl)propoxy) phenyl)sulfonyl)-2,6-dichlorophenoxy)-3-chloropropan-2-yl acetate C(C)(=O)O[C@@H](COC1=C(C=C(C=C1Cl)S(=O)(=O)C1=CC=C(C=C1)OC[C@@H](CS(=O)(=O)CC)OC(C)=O)Cl)CCl